ethyl 2-((3-(1-(tetrahydro-2H-pyran-2-yl)-1H-pyrazol-4-yl)isoxazol-5-yl)methyl)oxazole-4-carboxylate O1C(CCCC1)N1N=CC(=C1)C1=NOC(=C1)CC=1OC=C(N1)C(=O)OCC